C[N+](=C1C=CC2=NC3=C(C=C(C=C3)N)SC2=C1)C.[Cl-] n-butylethylmagnesium